ClC=1C=C(C=CC1C#N)N1CC2(C[C@@H]1C)CCN(CC2)C(=O)C=2C=CC(=NC2)SC2CCN(CC2)C2CN(C2)C2=CC(=C(C(=O)NC1C(NC(CC1)=O)=O)C=C2)F 4-(3-(4-((5-((S)-2-(3-chloro-4-cyanophenyl)-3-methyl-2,8-diazaspiro[4.5]decane-8-carbonyl)pyridin-2-yl)thio)piperidin-1-yl)azetidin-1-yl)-N-(2,6-dioxopiperidin-3-yl)-2-Fluorobenzamide